C(C)(C)C=1C2=C(N3C1C=NCC3)N=CC(=C2)C(F)(F)F 5-isopropyl-3-(trifluoromethyl)-8,9-dihydropyrido[3',2':4,5]pyrrolo[1,2-a]pyrazin